6-(azetidin-1-yl)-N-(3-(N-(tert-butyl)sulfamoyl)phenyl)-2-(6-azaspiro[2.5]oct-6-yl)nicotinamide N1(CCC1)C1=NC(=C(C(=O)NC2=CC(=CC=C2)S(NC(C)(C)C)(=O)=O)C=C1)N1CCC2(CC2)CC1